ClC1=C(CC(C=C1)(C)O)C para-chloro-meta-xylenol